C(C)OC(CCC(=O)C1=NC(=CC=C1O)CC1=C(C=CC=C1F)Cl)=O 4-[6-(2-Chloro-6-fluoro-benzyl)-3-hydroxy-pyridin-2-yl]-4-oxo-butyric acid ethyl ester